FC1(C(C(C(C1(F)F)(F)F)(F)F)(F)F)OC1(C(C(C(C1(F)F)(F)F)(F)F)(F)F)F perfluorocyclopentylether